1-(4-((1R,5S)-3,8-diazabicyclo[3.2.1]octan-3-yl)-8-fluoro-7-(3-hydroxynaphthalen-1-yl)quinazolin-2-yl)-3-(dimethylamino)azetidine-3-carboxamide [C@H]12CN(C[C@H](CC1)N2)C2=NC(=NC1=C(C(=CC=C21)C2=CC(=CC1=CC=CC=C21)O)F)N2CC(C2)(C(=O)N)N(C)C